nonanoyloxybenzenesulfonate C(CCCCCCCC)(=O)OC1=C(C=CC=C1)S(=O)(=O)[O-]